(R)-2-methyl-3-(1-((4-methyl-7-(2-methyl-8-oxa-2,5-diazaspiro[3.5]nonan-5-yl)pyrido[3,4-d]pyridazin-1-yl)amino)ethyl)benzonitrile CC1=C(C#N)C=CC=C1[C@@H](C)NC1=C2C(=C(N=N1)C)C=NC(=C2)N2C1(CN(C1)C)COCC2